3-((benzyloxy)methyl)-1-((2R,3R,4S,5R)-5-((bis(4-methoxy-phenyl)(phenyl)methoxy)methyl)-3,4-dihydroxytetrahydrofuran-2-yl)pyrimidine C(C1=CC=CC=C1)OCN1CN(C=CC1)[C@@H]1O[C@@H]([C@H]([C@H]1O)O)COC(C1=CC=CC=C1)(C1=CC=C(C=C1)OC)C1=CC=C(C=C1)OC